ClC=1N=NC(=CC1)OCC1=C(N=NN1C1=CC=C(C=C1)C(F)F)CC1CC1 3-Chloro-6-((4-(cyclopropylmethyl)-1-(4-(difluoromethyl)phenyl)-1H-1,2,3-triazol-5-yl)Methoxy)pyridazine